C1(=CC=CC=C1)C1=NC(=CC(=C1)C1=C(C(=C(C(=C1)C1=CC(=NC(=C1)C1=CC=CC=C1)C1=CC=CC=C1)N1C2=CC=C(C=C2C=2C=C(C=CC12)C)C)N1C2=CC=CC=C2C=2C=CC(=CC12)C1=NC(=CC=C1)C1=CC=CC=C1)N1C2=CC=C(C=C2C=2C=C(C=CC12)C)C)C1=CC=CC=C1 9,9'-(4,6-bis(2,6-diphenylpyridin-4-yl)-2-(2-(6-phenylpyridin-2-yl)-9H-carbazol-9-yl)-1,3-phenylene)bis(3,6-dimethyl-9H-carbazole)